C[C@H]1CN(CCN1)C(=O)C=1N=C(SC1)C=1C=NN(C1)C1=CC=C(C=C1)OC(F)(F)F (3S)-3-methyl-1-(2-{1-[4-(trifluoromethoxy)phenyl]-1H-pyrazol-4-yl}-1,3-thiazole-4-carbonyl)piperazine